CC1(CC(=C(CC1)CN1CCN(CC1)C1=CC=C(C(=O)N)C=C1)C=1SC=C(C1)NC1=NC=CC=N1)C 4-(4-((4,4-dimethyl-2-(4-(pyrimidin-2-ylamino)thiophen-2-yl)cyclohex-1-en-1-yl)methyl)piperazin-1-yl)benzamide